FC=1C=C(C=CC1OC)C1=CN=C2N1C=CN=C2NC2=CC(=C(C(=O)N1CCC(CC1)C(=O)NCCS(=O)(=O)O)C=C2)C 2-[[1-[4-[[3-(3-fluoro-4-methoxyphenyl)imidazo[1,2-a]pyrazin-8-yl]amino]-2-methylbenzoyl]piperidine-4-carbonyl]amino]ethanesulfonic acid